N-(cis-3-methoxycyclobutyl)-5-(pyrazolo[1,5-a]pyridin-5-yl)-7H-pyrrolo[2,3-d]pyrimidin-2-amine CO[C@H]1C[C@H](C1)NC=1N=CC2=C(N1)NC=C2C2=CC=1N(C=C2)N=CC1